C(C)(C)OC(=O)N1CC2(C1)CC(C2)[C@@H](C(=O)NC2=CC=C(C=C2)Cl)CC |o1:13| (S or R)-6-(1-((4-chlorophenyl)amino)-1-oxobutan-2-yl)-2-azaspiro[3.3]heptane-2-carboxylic acid isopropyl ester